N1(N=CN=C1)CCCCOC1=CC=C(C=C1)[C@H](CN(C(C)=O)C)O (R)-N-(2-(4-(4-(1H-1,2,4-Triazol-1-yl)butoxy)phenyl)-2-hydroxyethyl)-N-methylacetamide